CC1=C(C2=C(OCCO2)C(=C1)O)O 6-methyl-2,3-dihydrobenzo[B][1,4]dioxin-5,8-diol